2'-chloro-N-(5-((3-hydroxybicyclo(1.1.1)pentan-1-yl)methoxy)-1,3,4-thiadiazole-2-yl)-5'-methoxy-6-methyl-(4,4'-bipyridine)-3-carboxamide ClC1=NC=C(C(=C1)C1=C(C=NC(=C1)C)C(=O)NC=1SC(=NN1)OCC12CC(C1)(C2)O)OC